FC1=C(COC2=C(C(N(C(=C2)C)C2=CC=C(C(=O)NCCCN)C=C2)=O)Br)C=CC(=C1)F 4-(4-(2,4-difluorobenzyloxy)-3-bromo-6-methyl-2-oxopyridin-1(2H)-yl)-N-(3-aminopropyl)benzamide